C(C1=CC=CC=C1)(=O)C1=C(C=CC=C1)CC(=O)O 2-(2-Benzoylphenyl)Acetic Acid